1-(4-(5-(3-amino-6-(4-(isopropylsulfonyl)phenyl)pyrazin-2-yl)isoxazol-3-yl)benzyl)-3-methylurea NC=1C(=NC(=CN1)C1=CC=C(C=C1)S(=O)(=O)C(C)C)C1=CC(=NO1)C1=CC=C(CNC(=O)NC)C=C1